CC1C(CCC2=CC=C(C=C12)OC1=C(C=CC=C1)C1=CC=C(C=C1)Cl)NC(=O)OC(C)(C)C Methyl-2-((tert-butoxycarbonyl)amino)-7-((4'-chloro-[1,1'-biphenyl]-2-yl)oxy)-1,2,3,4-tetrahydronaphthalene